2-((4-amino-3-morpholinophenyl)sulfonyl)-N-phenylhydrazine-1-carboxamide NC1=C(C=C(C=C1)S(=O)(=O)NNC(=O)NC1=CC=CC=C1)N1CCOCC1